S(C#N)P thiocyanatophosphine